N[C@H]1CS(C2=C(N(C1=O)CC1=CC=C(C=C1)Cl)C=C(C(=C2)F)C2=NN(C=N2)C(C)(C)C)(=O)=O (3R)-3-amino-7-(1-tert-butyl-1,2,4-triazol-3-yl)-5-[(4-chlorophenyl)methyl]-8-fluoro-1,1-dioxo-2,3-dihydro-1λ6,5-benzothiazepin-4-one